ClC=1C=C(C=C(C1)Cl)C1=CC(=CC(=N1)OC=1C=CC(=NC1)N1CCN(CC1)CCC(=O)O)CN1CCC(CC1)CP(=O)(C)C 3-(4-(5-((6-(3,5-dichlorophenyl)-4-((4-((dimethylphosphoryl)methyl)piperidin-1-yl)methyl)pyridin-2-yl)oxy)pyridin-2-yl)piperazin-1-yl)propanoic acid